NC1=C(C=CC(=C1)NCC1=CC=C(C=C1)C(F)(F)F)NC(CCCCCCCC)=O N-(2-Amino-4-((4-(trifluoromethyl)benzyl)amino)phenyl)nonanamid